NC=1C(NC(N(N1)C1=CC(=C(C(=C1)Cl)OC=1C=C2C3(C(NC2=CC1)=O)CCCC3)Cl)=O)=O 6-amino-2-(3,5-dichloro-4-((2'-oxospiro[cyclopentane-1,3'-indoline]-5'-yl)oxy)phenyl)-1,2,4-triazine-3,5(2h,4h)-dione